ClC=1C=C(C=C(C1OC1=CN(C(C=C1)=O)CC1=CC(=C(C=C1)F)F)Cl)N1N=C(C(NC1=O)=O)C#N 2-[3,5-dichloro-4-[[1-(3,4-difluorobenzyl)-6-oxo-1,6-dihydropyridin-3-yl]oxy]phenyl]-3,5-dioxo-1,2,4-triazine-6-carbonitrile